2-{2-[1-(cyclopropylmethyl)-1H-pyrrolo[2,3-b]pyridin-2-yl]-7-methoxy-1-[1-(2-methylpyrimidin-4-yl)piperidin-4-yl]-1H-1,3-benzodiazole-5-carbonyl}-2-azabicyclo[2.2.1]heptan-7-amine C1(CC1)CN1C(=CC=2C1=NC=CC2)C2=NC1=C(N2C2CCN(CC2)C2=NC(=NC=C2)C)C(=CC(=C1)C(=O)N1C2CCC(C1)C2N)OC